C(C)(C)(C)C1=NOC(=N1)C(=O)NCC1=C(C=C(C=C1)C1=NNC2=CC=C(C=C12)C1=CC=C(C=C1)N1CCN(CC1)CC=1C=C2CN(C(C2=C(C1)F)=O)C1C(NC(CC1)=O)=O)C 3-(tert-butyl)-N-(4-(5-(4-(4-((2-(2,6-dioxopiperidin-3-yl)-7-fluoro-1-oxoisoindolin-5-yl)methyl)piperazin-1-yl)phenyl)-1H-indazol-3-yl)-2-methylbenzyl)-1,2,4-oxadiazole-5-carboxamide